FC(C=1C=C(OC2CC3(CC(C3)NC(C=C)=O)C2)C=CC1)(F)F N-(6-(3-(trifluoromethyl)phenoxy)spiro[3.3]heptan-2-yl)acrylamide